CC=1C(=NC(=NC1)NC1=CC2=C(NC(N2)=O)C=C1)NC=1C=CC2=C(NC(O2)=O)C1 5-(5-methyl-2-(2-oxo-2,3-dihydro-1H-benzo[d]imidazol-5-ylamino)pyrimidin-4-ylamino)benzo[d]oxazol-2(3H)-one